S1C=NC2=C1C=CC(=C2)C2=CCCC(N2C=O)C 6-(benzothiazol-5-yl)-2-methyl-3,4-dihydropyridine-1(2H)-carbaldehyde